Ethyl N-[5-[5-(4,4-difluorocyclohexyl)sulfinylpyrazolo[3,4-b]pyridin-1-yl]-3-pyridyl]carbamate FC1(CCC(CC1)S(=O)C=1C=C2C(=NC1)N(N=C2)C=2C=C(C=NC2)NC(OCC)=O)F